BrC=1C=C(C(=O)C2=CC=C(C=C2)C)C=CC1C 3-bromo-4-methyl-4'-methylbenzophenone